ClC1=CNC2=CC=C(C=C12)N(C1=NC(=NC=C1C#N)NC1=CC=C(C=C1)N1CCN(CC1)CC)CC1CC1 4-((3-Chloro-1H-indol-5-yl)(cyclopropylmethyl)amino)-2-((4-(4-ethylpiperazin-1-yl)phenyl)amino)pyrimidine-5-carbonitrile